NC1=C2N=CN(C2=NC(=N1)Cl)C=1C(=C(N(OC1)CO)O)F 5-(6-amino-2-chloro-purin-9-yl)-4-fluoro-2-(hydroxymethyl)oxazin-3-ol